3-[4-[3-[4-[4-[(3R,5R)-5-[(5-bromo-1-methyl-6-oxo-pyridazin-4-yl)amino]-1-methyl-3-piperidyl]benzoyl]piperazin-1-yl]azetidin-1-yl]-2-methyl-phenyl]piperidine-2,6-dione BrC1=C(C=NN(C1=O)C)N[C@@H]1C[C@@H](CN(C1)C)C1=CC=C(C(=O)N2CCN(CC2)C2CN(C2)C2=CC(=C(C=C2)C2C(NC(CC2)=O)=O)C)C=C1